3-amino-4-trifluoromethyl-N-methylpyrazole NC1=NN(C=C1C(F)(F)F)C